BrC=1C=CC2=C(CC(C(O2)=O)(C)C)C1 6-bromo-3,3-dimethyl-4H-1-benzopyran-2-one